(2S,3S,4S,5S,6R)-2-(2-aminoethoxy)-6-(hydroxymethyl)tetrahydro-2H-pyran-3,4,5-triol NCCO[C@H]1O[C@@H]([C@H]([C@@H]([C@@H]1O)O)O)CO